methyl 5-(dibromomethyl)picolinate BrC(C=1C=CC(=NC1)C(=O)OC)Br